1,1-bis-(5-tert-butyl-4-hydroxy-2-methylphenyl)-3-dodecylmercaptobutane C(C)(C)(C)C=1C(=CC(=C(C1)C(CC(C)SCCCCCCCCCCCC)C1=C(C=C(C(=C1)C(C)(C)C)O)C)C)O